tert-butyl 4-(5-(5-chloro-2-(((3S,4R)-3-hydroxytetrahydro-2H-pyran-4-yl)amino)pyrimidin-4-yl)oxazol-2-yl)piperidine-1-carboxylate ClC=1C(=NC(=NC1)N[C@H]1[C@@H](COCC1)O)C1=CN=C(O1)C1CCN(CC1)C(=O)OC(C)(C)C